N[C@@H](CCC(=O)O)C(=O)O.N(=NC1=CC=CC=C1)C1=CC=CC=C1.C1(C=CC(N1)=O)=O maleimide azobenzene-glutamate